N1C(=CC=2C=NC=CC21)CNC(CN2C(=NC=C(C2=O)NC(=O)C2=CN=C(O2)C2=CC=CC=C2)N2CCOCC2)=O N-(1-(2-(((1H-pyrrolo[3,2-c]pyridine-2-yl)methyl)amino)-2-oxoethyl)-2-morpholino-6-oxo-1,6-dihydropyrimidin-5-yl)-2-phenyloxazole-5-carboxamide